(S)-4-(7-(4-chloropyridin-2-yl)-5-morpholino-7H-pyrrolo[2,3-d]pyrimidin-4-yl)-3-methylpiperazine-1-carboxylic acid tert-butyl ester C(C)(C)(C)OC(=O)N1C[C@@H](N(CC1)C=1C2=C(N=CN1)N(C=C2N2CCOCC2)C2=NC=CC(=C2)Cl)C